C1(CC1)N1C=C(C=2C1=NC=CC2)C2=NC=NC=C2C#N 4-(1-cyclopropyl-1H-pyrrolo[2,3-b]pyridin-3-yl)pyrimidine-5-carbonitrile